C(C)O[Si](CCCN1N=CN=N1)(OCC)OCC 2-[3-(triethoxysilyl)propyl]-2H-tetrazole